BrC=1C=C(C=2N(C1NC1=C(C(=CC=C1C)OC)C)C=CN2)C 6-bromo-N-(3-methoxy-2,6-dimethylphenyl)-8-methylimidazo[1,2-a]pyridin-5-amine